C(C)(C)(C)C1=CC=C(C=C1)NC1=CC=C(C=C1)C(C)(C)C bis(4-tertbutyl-phenyl)amine